C(#C)C=1C(=CC=C2C=C(C=C(C12)C1=C(C=2N=C(N=C(C2C=N1)N1CCN(CCC1)C(C)=O)OC[C@]12CCCN2C[C@@H](C1)F)F)O)F 1-{4-[7-(8-ethynyl-7-fluoro-3-hydroxynaphthalen-1-yl)-8-fluoro-2-{[(2R,7aS)-2-fluorotetrahydro-1H-pyrrolizin-7a(5H)-yl]methoxy}pyrido[4,3-d]pyrimidin-4-yl]1,4-diazepan-1-yl}ethan-1-one